7'-chloro-2'-oxo-r-(1-propyl-1H-pyrazol-4-yl)-1',4',5,7-tetrahydro-2'H-spiro[cyclopenta[b]pyridine-6,3'-quinoline]-3-carboxylic acid ClC1=CC=C2C[C@@]3(C(N(C2=C1)C=1C=NN(C1)CCC)=O)CC=1C(=NC=C(C1)C(=O)O)C3